C(C)(C)(C)OC(NCCCN1N=C2C=C(C(=CC2=C1)Cl)Br)=O (3-(6-bromo-5-chloro-2H-indazol-2-yl)propyl)carbamic acid tert-butyl ester